C12OCC(C(CC1)O2)=S 2,8-dioxabicyclo[3.2.1]octan-4-thione